(1s,2s)-2-fluoro-N-(6-(6-(fluoromethyl)-4-methylpyridin-3-yl)benzo[d]thiazol-2-yl)cyclopropane-1-carboxamide F[C@@H]1[C@@H](C1)C(=O)NC=1SC2=C(N1)C=CC(=C2)C=2C=NC(=CC2C)CF